5-(1-methyl-3-{[4-(3-methylquinolin-2-yl)benzyl]oxy}-1H-pyrazol-4-yl)-1-propylpyridine-2(1H)-one CN1N=C(C(=C1)C=1C=CC(N(C1)CCC)=O)OCC1=CC=C(C=C1)C1=NC2=CC=CC=C2C=C1C